BrC=1C=C(C=CC1)NC(=O)NC1=C(C(=CC(=C1)F)F)CO 1-(3-bromophenyl)-3-(3,5-difluoro-2-hydroxymethylphenyl)urea